N1(N=CN=C1)C1=CC=C(CN(CCC2=CC=C(C=C2)NC(=O)C2=C(C=C(C(=C2)OC)OC)NC(=O)C=2OC3=CC=CC=C3C(C2)=O)CC=2C=C3C=NN(C3=CC2)C)C=C1 N-(2-((4-(2-((4-(1H-1,2,4-Triazol-1-yl)benzyl)((1-methyl-1H-indazol-5-yl)methyl)amino)ethyl)phenyl)carbamoyl)-4,5-dimethoxyphenyl)-4-oxo-4H-chromene-2-carboxamide